tert-butyl 6-[8-(1,3-benzothiazol-2-ylcarbamoyl)-3,4-dihydro-1H-isoquinolin-2-yl]-3-[3-[4-(3-methoxy-3-oxo-propyl) phenoxy]-2-methyl-phenyl]pyridine-2-carboxylate S1C(=NC2=C1C=CC=C2)NC(=O)C=2C=CC=C1CCN(CC21)C2=CC=C(C(=N2)C(=O)OC(C)(C)C)C2=C(C(=CC=C2)OC2=CC=C(C=C2)CCC(=O)OC)C